C[C@@]1([C@H](O)[C@H](O)[C@@H](CO)O1)N1C(=S)NC(=O)C=C1 methyl-2-thio-uridine